2-MERCAPTOBENZALDEHYDE SC1=C(C=O)C=CC=C1